ClC1=NC=C(C(=O)C2CC(N(CC2)C(=O)[O-])C)C(=C1F)NC(=O)NC(C(Cl)(Cl)Cl)=O 4-(6-chloro-5-fluoro-4-(3-(2,2,2-trichloroacetyl)ureido)nicotinoyl)-2-methylpiperidine-1-carboxylate